BrC=1C=C2C(=NC=NC2=CC1)N1CC(C1)N1C(C(CC1)C(=O)O)=O 1-(1-(6-bromoquinazolin-4-yl)azetidine-3-yl)-2-oxopyrrolidine-3-carboxylic acid